NC(CC=1SC=CC1C1=CSC(=C1)C(CC(=O)OC)=O)=O Methyl 3-(2'-(2-amino-2-oxoethyl)-[3,3'-bithiophen]-5-yl)-3-oxopropanoate